FC=1C=C2C(CC(OC2=CC1CC(=O)O)=O)(C)C 2-(6-Fluoro-4,4-dimethyl-2-oxo-chroman-7-yl)acetic acid